[3-cyano-4-(3-methoxy-1-isoquinolyl)-7,7-dimethyl-6,8-dihydro-5H-quinolin-2-yl] trifluoromethanesulfonate FC(S(=O)(=O)OC1=NC=2CC(CCC2C(=C1C#N)C1=NC(=CC2=CC=CC=C12)OC)(C)C)(F)F